C1(CC1)C1=NC2=CC=CC=C2C(=C1C=O)C1=CC=C(C=C1)F 2-cyclopropyl-4-(4-fluorophenyl)-quinoline-3-formaldehyde